ClC1=C(C=C(C(=C1)F)F)[C@@H]([C@@H](C)C=1N(C(C(=C(N1)C(=O)NC=1C=NOC1)O)=O)C)C=1C=NN(C1)CC 2-((1s,2r)-1-(2-chloro-4,5-difluorophenyl)-1-(1-ethyl-1H-pyrazol-4-yl)propan-2-yl)-5-hydroxy-N-(isoxazol-4-yl)-1-methyl-6-oxo-1,6-dihydropyrimidine-4-carboxamide